CN1N=CC(=C1C1=CC=2N(C=C1)N=C(C2)NC(=O)C2CC2)OC[C@@H]2N(CC2)C2=NC=CC=C2 N-[5-[2-methyl-4-[[(2R)-1-(2-pyridyl)azetidin-2-yl]methoxy]pyrazol-3-yl]pyrazolo[1,5-a]pyridin-2-yl]cyclopropanecarboxamide